2,5-dimethyl-2,5-di-t-butylhexane CC(C)(CCC(C)(C(C)(C)C)C)C(C)(C)C